C(C(=C)C)(=O)OCCOC(C[NH+](C)C)=O [2-(methacryloyloxy)ethyl]-(dimethylammonio)acetate